4-{4-[(6-cyclopropyl-imidazo[1,5-a]pyrazin-5-yl)-hydroxy-methyl]-[1,2,3]triazol-1-yl}-phenol C1(CC1)C=1N=CC=2N(C1C(C=1N=NN(C1)C1=CC=C(C=C1)O)O)C=NC2